NC(C)(C)C1=CC(=NC(=C1)C1=CC=C(C=C1)F)OC1[C@@H]2CN(C[C@H]12)C(=O)C=1C(=NN(C1)C1=NC=CC=N1)C ((1R,5S,6s)-6-((4-(2-aminopropan-2-yl)-6-(4-fluorophenyl)pyridin-2-yl)oxy)-3-azabicyclo[3.1.0]hexan-3-yl)(3-methyl-1-(pyrimidin-2-yl)-1H-pyrazol-4-yl)methanone